n-octanol sodium [Na].C(CCCCCCC)O